ClC=1C=NC(=NC1)N1CC2(CN(C2)C=2N=C(C3=C(N2)CCS3=O)NC3(CCC3)CO)C1 2-(6-(5-chloropyrimidin-2-yl)-2,6-diazaspiro[3.3]heptane-2-yl)-4-((1-(hydroxymethyl)cyclobutyl)amino)-6,7-dihydrothieno[3,2-d]pyrimidine 5-oxide